ClC1=C(C=CC=C1Cl)C1=NNC2=NC(=C(N=C21)C)N2CCN(CC2)C(=O)OC(C)(C)C tert-butyl 4-[3-(2,3-dichlorophenyl)-5-methyl-1H-pyrazolo[3,4-b]pyrazin-6-yl]piperazine-1-carboxylate